C(C)OC(=O)C1=CC(N(C=C1)C=1C=NC=CC1)=O 2-oxo-2H-[1,3'-bipyridine]-4-carboxylic acid ethyl ester